3-ethynyl-benzene C(#C)C=1C=CC=CC1